[N+](=O)([O-])[O-].[Na+].C(C)(C)(C)[Si](OCCS(=O)(=O)C1=C(C=C(C=C1)B1OC(C(O1)(C)C)(C)C)C)(C)C tert-butyl-dimethyl-[2-[2-methyl-4-(4,4,5,5-tetramethyl-1,3,2-dioxaborolan-2-yl)phenyl]sulfonyl-ethoxy]silane Natrium nitrat